OCC(C(=O)NO)(C)C 3-hydroxy-2,2-dimethyl-propanehydroxamic acid